4-acetyl-2-fluoro-benzonitrile C(C)(=O)C1=CC(=C(C#N)C=C1)F